OC(CCN1CCC2=C1N=NC(=C2)C2=C(C=C(C=C2C)C(F)(F)F)O)(C)C 2-[7-(3-hydroxy-3-methyl-butyl)-5,6-dihydropyrrolo[2,3-c]pyridazin-3-yl]-3-methyl-5-(trifluoromethyl)phenol